C(C)OC(=O)C1=NN(C2=CC=C(C=C12)C1CC1)C1=CC(=CC=C1)C1=NOC(=C1)[C@]1(C(N(CC1)C)=O)O (R)-5-cyclopropyl-1-(3-(5-(3-hydroxy-1-methyl-2-oxopyrrolidin-3-yl)isoxazol-3-yl)phenyl)-1H-indazole-3-carboxylic acid ethyl ester